(4S)-7-chloro-6-(3-fluoro-2-pyridyl)-N-(2-hydroxyethyl)-4-methyl-8-(trifluoromethyl)-4H-imidazo[1,2-a][1,4]benzodiazepine-2-carboxamide ClC1=C(C=CC2=C1C(=N[C@H](C=1N2C=C(N1)C(=O)NCCO)C)C1=NC=CC=C1F)C(F)(F)F